COC(C1=CN=C(C(=C1)CC1=CC=C(C=C1)F)NC1C(CNCC1)C)=O 5-(4-fluorobenzyl)-6-((3-methylpiperidin-4-yl)amino)nicotinic acid methyl ester